((S)-1-(4-fluorophenyl)-3,4-dihydroisoquinolin-2(1H)-yl)((4aR,7R,8aS)-4-methyloctahydro-2H-pyrano[3,4-b]pyrazin-7-yl)methanone FC1=CC=C(C=C1)[C@@H]1N(CCC2=CC=CC=C12)C(=O)[C@H]1C[C@H]2[C@@H](N(CCN2)C)CO1